Iminodimalic acid N(C(C(=O)O)(O)CC(=O)O)C(C(=O)O)(O)CC(=O)O